C(C)(C)(C)C1=NC=C(C=N1)C(=O)NC=1C(=NC=CC1C=1C(=NC=C(C1)F)F)C1CCC(CC1)(F)F 2-(tert-butyl)-N-(2'-(4,4-difluorocyclohexyl)-2,5-difluoro-[3,4'-bipyridin]-3'-yl)pyrimidine-5-carboxamide